2-[1-(3,6-Dimethyl-4-oxo-2-pyrimidin-2-yl-chromen-8-yl)ethylamino]benzoic acid CC1=C(OC2=C(C=C(C=C2C1=O)C)C(C)NC1=C(C(=O)O)C=CC=C1)C1=NC=CC=N1